6-(cyclopropanecarboxamido)-N-(4-hydroxypyridin-3-yl)-1-(methylamino)-2,7-naphthyridine-4-carboxamide C1(CC1)C(=O)NC=1C=C2C(=CN=C(C2=CN1)NC)C(=O)NC=1C=NC=CC1O